Tert-butyl (3R)-3-[(2S)-3-(3-bromophenyl)-1-(tert-butyloxy)-1-oxopropan-2-yl]pyrrolidine-1-carboxylate BrC=1C=C(C=CC1)C[C@H](C(=O)OC(C)(C)C)[C@@H]1CN(CC1)C(=O)OC(C)(C)C